2-(4,4-difluoroazepan-1-yl)-N-(3-sulfamoylphenyl)-7,8-dihydro-5H-pyrano[4,3-b]pyridine-3-carboxamide FC1(CCN(CCC1)C1=C(C=C2C(=N1)CCOC2)C(=O)NC2=CC(=CC=C2)S(N)(=O)=O)F